C(C)(C)(C)OC(=O)N1C(=CC2=CC=CC=C12)C1=C(C=CC(=C1)S(=O)(=O)N1CCC1)C1=CCCC1.C1(=C(C=CC=C1)OCC(=O)NN)C 2-(o-tolyloxy)acethydrazide tert-butyl-2-(5-(azetidin-1-ylsulfonyl)-2-(cyclopent-1-en-1-yl)phenyl)-1H-indole-1-carboxylate